8-[(2S,5R)-4-[(4-Chlorophenyl)(6-fluoropyridin-2-yl)methyl]-2,5-dimethylpiperazin-1-yl]-5-methyl-6-oxo-5,6-dihydro-1,5-naphthyridin-2-carbonitril ClC1=CC=C(C=C1)C(N1C[C@@H](N(C[C@H]1C)C1=CC(N(C=2C=CC(=NC12)C#N)C)=O)C)C1=NC(=CC=C1)F